(5-fluoro-6-(thiazol-4-ylmethoxy)-1H-indol-2-yl)methanamine hydrochloride Cl.FC=1C=C2C=C(NC2=CC1OCC=1N=CSC1)CN